4-{[2-{4-[5-chloro-2-(1H-tetrazol-1-yl)phenyl]-5-methoxy-2-oxopyridin-1(2H)-yl}hexanoyl]amino}-2-fluorobenzamide ClC=1C=CC(=C(C1)C1=CC(N(C=C1OC)C(C(=O)NC1=CC(=C(C(=O)N)C=C1)F)CCCC)=O)N1N=NN=C1